O[C@@H]1CN(CC1)C1=NC=2N(C(=N1)NCC1=CC=C(C=C1)NC(CC)=O)N=CC2C(C)C (S)-N-(4-(((2-(3-hydroxypyrrolidin-1-yl)-8-isopropylpyrazolo[1,5-a][1,3,5]triazin-4-yl)amino)methyl)phenyl)propanamide